C1=CC=CC=2C3=CC=CC=C3C(C12)COC(=O)N1CC(C1)=C(C)C(C)(C)N (e)-3-(3-amino-3-methylbutan-2-ylidene)azetidine-1-carboxylic acid-9-fluorenylmethyl ester